1-cyano-propan-2-one C(#N)CC(C)=O